l-4-(diphenylamino)-N-(6-mercaptohexyl)benzamide C1(=CC=CC=C1)N(C1=CC=C(C(=O)NCCCCCCS)C=C1)C1=CC=CC=C1